cis-tert-butyl(3-((6-(2-ethyl-5-fluoro-4-hydroxyphenyl)imidazo[1,5-a]pyridin-8-yl)oxy) cyclobutyl) carbamate C(N)(OC1(CC(C1)OC=1C=2N(C=C(C1)C1=C(C=C(C(=C1)F)O)CC)C=NC2)C(C)(C)C)=O